C1(CC1)C=1C(=NC=C(N1)C=1N=NN(C1COC1OCCCC1)C)O[C@@H]1C[C@H](CCC1)C(=O)OC methyl (1S,3S)-3-((3-cyclopropyl-5-(1-methyl-5-(((tetrahydro-2H-pyran-2-yl)oxy)methyl)-1H-1,2,3-triazol-4-yl)pyrazin-2-yl)oxy)cyclohexane-1-carboxylate